2-[(2S)-4-[8-(5-methyl-1H-indazol-4-yl)-2-[[(2S)-1-methylpyrrolidin-2-yl]methoxy]-5,6,7,9-tetrahydropyrimido[4,5-c]azepin-4-yl]piperazin-2-yl]acetonitrile CC=1C(=C2C=NNC2=CC1)N1CC2=C(CCC1)C(=NC(=N2)OC[C@H]2N(CCC2)C)N2C[C@@H](NCC2)CC#N